C(C)(C)(C)OCC(C(=O)O)C1C(C2=CC=CC=C2C1=O)=O 3-(tert-butoxy)-2-(1,3-dioxo-2,3-dihydro-1H-inden-2-yl)propanoic acid